Allylmethylpiperidinone C(C=C)CN1C(CCCC1)=O